FC=1C=C2CN(C(NC2=CC1)=O)C(C(=O)O)CC(C)C 2-(6-fluoro-2-oxo-1,4-dihydroquinazolin-3(2H)-yl)-4-methylpentanoic acid